N-{8-fluoro-2-methylimidazo[1,2-a]pyridin-6-yl}-4-[3-fluoro-4-(methylamino)pyrrolidin-1-yl]-2-methylindazole-7-carboxamide FC=1C=2N(C=C(C1)NC(=O)C1=CC=C(C3=CN(N=C13)C)N1CC(C(C1)NC)F)C=C(N2)C